ClC=1C=CC=C2C=CC=C(C12)C1=C(C=2N=C(N=C(C2C=N1)N([C@H]1[C@H](NCC1)C)C)OC[C@]12CCCN2C[C@@H](C1)F)F 7-(8-chloronaphthalen-1-yl)-8-fluoro-2-(((2R,7aS)-2-fluorotetrahydro-1H-pyrrolizin-7a(5H)-yl)methoxy)-N-methyl-N-((2R,3R)-2-methylpyrrolidin-3-yl)pyrido[4,3-d]pyrimidin-4-amine